Ethyl 2-(2-(4-(2-chloropyrrolo[2,1-f][1,2,4]triazin-7-yl)phenoxy)ethoxy)acetate ClC1=NN2C(C=N1)=CC=C2C2=CC=C(OCCOCC(=O)OCC)C=C2